COC([O-])=O.C(CCC)[N+](C)(CCCC)CCCC tri-n-butyl-monomethyl-ammonium monomethyl-carbonate